1-acryloyl-4-(6-phenylhexanoyl)piperazin-2-one C(C=C)(=O)N1C(CN(CC1)C(CCCCCC1=CC=CC=C1)=O)=O